[5-(4-methylphenyl)-1,2-oxazol-3-yl]methanol CC1=CC=C(C=C1)C1=CC(=NO1)CO